(5Z)-2-[(3-Fluoro-1-adamantyl)amino]-3-methyl-5-[(2-methylindazol-5-yl)methylene]imidazol-4-one FC12CC3(CC(CC(C1)C3)C2)NC2=N\C(\C(N2C)=O)=C/C2=CC3=CN(N=C3C=C2)C